3-(1-methyl-1H-pyrazol-4-yl)-N-(4-(4-(4-methylpiperazin-1-yl)butyl)-1-phenyl-1H-imidazol-2-yl)benzamide CN1N=CC(=C1)C=1C=C(C(=O)NC=2N(C=C(N2)CCCCN2CCN(CC2)C)C2=CC=CC=C2)C=CC1